NC1=NC(=CC(=C1CNC1CCC(CC1)C(=O)NC1=CC(=C(C=C1)OC)Cl)C)Cl (1s,4s)-4-(((2-amino-6-chloro-4-methylpyridin-3-yl)methyl)amino)-N-(3-chloro-4-methoxyphenyl)cyclohexanecarboxamide